6-(1-methyl-1H-pyrazol-3-yl)pyrazolo[1,5-a]pyridine-3-carbonitrile CN1N=C(C=C1)C=1C=CC=2N(C1)N=CC2C#N